3-(Dimethylamino)-1-(4-oxotrifluoromethylphenyl)prop-2-en-1-one CN(C=CC(=O)C1=C(CC(C=C1)=O)C(F)(F)F)C